N-(4-chloro-2-(1-phenylvinyl)phenyl)-4-methylbenzenesulfonamide ClC1=CC(=C(C=C1)NS(=O)(=O)C1=CC=C(C=C1)C)C(=C)C1=CC=CC=C1